1-Methoxy-4-vinylbenzene COC1=CC=C(C=C1)C=C